N1=C(C=NC=C1)C1=CC(=NC=C1)NC(=S)N [4-(pyrazin-2-yl)pyridin-2-yl]Thiourea